(N-hexyl)(2-hexyloxy)-4-nitroaniline C(CCCCC)N(C1=CC=C(C=C1)[N+](=O)[O-])OC(C)CCCC